C(C)(C)(C)OC(=O)N[C@@H](CC(=O)OCC1=CC=CC=C1)CC(=O)N[C@@H](C)CC(=O)NCC1=CC=CC2=CC=CC=C12 (R)-benzyl 3-((tert-butoxycarbonyl)amino)-5-(((S)-4-((naphthalen-1-ylmethyl)amino)-4-oxobutan-2-yl)amino)-5-oxopentanoate